C1(CC1)C1=C(C(=NO1)C1=C(C=CC=C1Cl)Cl)CO[C@H]1[C@@H]2CN([C@H](C1)C2)C=2C=C1CCC(CC1=CC2)C(=O)[O-] 6-[(1S,4S,5R)-5-[[5-cyclopropyl-3-(2,6-dichlorophenyl)-1,2-oxazol-4-yl]methoxy]-2-azabicyclo[2.2.1]heptan-2-yl]-1,2,3,4-tetrahydronaphthalene-2-carboxylate